gluconic acid pentazocinebenzoate N1=NN=NN=C(C=C1)C1=CC=CC=C1C(=O)O.O=C([C@H](O)[C@@H](O)[C@H](O)[C@H](O)CO)O